OC=1C=C2CC[C@@H]([C@@H](C2=CC1)C1=CC=C(C=C1)N1CCC(CC1)=O)C1=CC=CC=C1 1-(4-((1R,2S)-6-hydroxy-2-phenyl-1,2,3,4-tetrahydronaphthalen-1-yl)phenyl)piperidin-4-one